6,7-difluoro-4-hydroxy-5-methoxy-1H-quinolin-2-one FC=1C(=C2C(=CC(NC2=CC1F)=O)O)OC